methyl (R)-4-(3-(4-(trifluoromethyl)phenoxy)pyrrolidin-1-yl)benzoate FC(C1=CC=C(O[C@H]2CN(CC2)C2=CC=C(C(=O)OC)C=C2)C=C1)(F)F